COC(CCCC(=O)C1=CC=C(C=C1)B(O)O)=O (4-(5-methoxy-5-oxopentanoyl)phenyl)boronic acid